5-amino-3,3-dimethylbenzo[c][1,2]oxaborole-1(3H)-ol HCl salt Cl.NC1=CC2=C(B(OC2(C)C)O)C=C1